BrC(C(=O)N(C)C=1C(=C(C=CC1)C1=CC=C(C=C1)C#N)C#N)(C)C 2-bromo-N-(2,4'-dicyano-[1,1'-biphenyl]-3-yl)-N,2-dimethylpropionamide